N-(2-(6-azabicyclo[3.1.1]hept-6-yl)pyrimidin-4-yl)-3-(2-fluoro-4-methoxyphenyl)isoxazol-5-amine C12CCCC(N1C1=NC=CC(=N1)NC1=CC(=NO1)C1=C(C=C(C=C1)OC)F)C2